(Bis(dimethylamino)(dimethylsilyl))(methyldimethoxysilyl)amine CN(C)C([SiH](C)N[Si](OC)(OC)C)N(C)C